4-(4-bromobenzyl)-7-(3-fluorobenzyl)-1,2,6,7,8,9-hexahydroimidazo[1,2-a]pyrido[3,4-e]pyrimidin-5(4H)-one BrC1=CC=C(CN2C=3N(C4=C(C2=O)CN(CC4)CC4=CC(=CC=C4)F)CCN3)C=C1